NC=1C(=NC=C(C#N)C1)N1CCC(CC1)OCC 5-amino-6-(4-ethoxypiperidin-1-yl)nicotinonitrile